methyl 6-(4-hydroxyphenyl)quinoline-4-carboxylate OC1=CC=C(C=C1)C=1C=C2C(=CC=NC2=CC1)C(=O)OC